[Na+].[Na+].S(=O)(=O)(O)C(C(=O)OCCCCCCCC)CC(=O)[O-].C(CCCCCCC)OC(C(CC(=O)[O-])S(=O)(=O)O)=O octyl sulfosuccinate disodium